(3R)-3-(4-chlorophenyl)-5-oxido-2,3-dihydro-[1,4]dioxino[2,3-b]pyridin-5-ium ClC1=CC=C(C=C1)[C@@H]1COC=2C(=[N+](C=CC2)[O-])O1